6-(4-(4-(4-(4-(dimethoxymethyl)piperidin-1-yl)phenyl)tetrahydro-2H-pyran-4-yl)phenoxy)pyridazine-3-carbonitrile COC(C1CCN(CC1)C1=CC=C(C=C1)C1(CCOCC1)C1=CC=C(OC2=CC=C(N=N2)C#N)C=C1)OC